BrC=1C2=CC=CC=3N(S(C(C32)=CC1)(=O)=O)C1C(NC(CC1)=O)=O 3-(6-bromo-1,1-dioxido-2H-naphtho[1,8-cd]isothiazol-2-yl)piperidine-2,6-dione